1-(2-(4-methylbenzoyl)-2-azaspiro[3.3]heptan-6-yl)-3-((6-oxo-1,6-dihydropyridin-3-yl)methyl)urea CC1=CC=C(C(=O)N2CC3(C2)CC(C3)NC(=O)NCC3=CNC(C=C3)=O)C=C1